N[C@@H](C(C)C)C(=O)O[C@@H]1[C@H](O[C@@]([C@@H]1OC(C)=O)(C#N)C1=CC=C2C(=NC=NN21)N)COC(CC2=CC=CC=C2)=O (2R,3R,4R,5R)-4-acetoxy-5-(4-aminopyrrolo[2,1-f][1,2,4]triazin-7-yl)-5-cyano-2-((2-phenylacetoxy)methyl)tetrahydrofuran-3-yl L-valinate